C(C)(C)NCC1=NC2=C(C=CC=C2C=C1)NS(=O)(=O)C1=CC=C(C=C1)C(F)(F)F N-(2-((Isopropylamino)methyl)quinolin-8-yl)-4-(trifluoromethyl)-benzenesulfonamide